C(C)C=1C=C(C=CC1C1=CC=C2C(=NNC2=C1)C1=NC2=C(N1)CN(C2)C(=O)N2CCN(CC2)C)O 3-ethyl-4-{3-[5-(4-methylpiperazin-1-carbonyl)-1H,4H,5H,6H-pyrrolo[3,4-d]imidazol-2-yl]-1H-indazol-6-yl}phenol